2,6,7-trioxabicyclo[2.2.2]octane-4-amine C12OCC(CO1)(CO2)N